NC=1C=2N(C=CN1)C(=CN2)C(=O)C2=CC(=NC=C2F)C2=CC(=C(C=C2)OC)F (8-Aminoimidazo[1,2-a]pyrazin-3-yl)(5-fluoro-2-(3-fluoro-4-methoxyphenyl)pyridin-4-yl)methanone